ClC=1C=C2C=NN(C2=CC1C1CCN(CC1)C1(COC1)C)C=1C=NN(C1)C 5-chloro-1-(1-methyl-1H-pyrazol-4-yl)-6-(1-(3-methyloxetan-3-yl)piperidin-4-yl)-1H-indazole